Diphenyl-2-ethylhexylphosphite C1(=CC=CC=C1)C(C(CCCC)CC)(P([O-])([O-])[O-])C1=CC=CC=C1